1,3-dibromo-3-methylbutan-2-one BrCC(C(C)(C)Br)=O